ClC=1C(=CC(=C(N)C1)F)COC=1C=NC=C(C1)F 5-chloro-2-fluoro-4-(((5-fluoropyridin-3-yl)oxy)methyl)aniline